(R)-1-(4-bromopyridin-2-yl)-N-ethylethan-1-amine hydrochloride Cl.BrC1=CC(=NC=C1)[C@@H](C)NCC